6'-bromo-3'-((trimethylsilyl)oxy)-2',3'-dihydrospiro[cyclopropane-1,1'-indene]-3'-nitrile BrC1=CC=C2C(CC3(C2=C1)CC3)(C#N)O[Si](C)(C)C